1,4-Bis(3-acryloyloxy-2-hydroxypropoxy)butane C(C=C)(=O)OCC(COCCCCOCC(COC(C=C)=O)O)O